ClC1=CC=C(C=N1)CN1C(NCC1)N 1-((6-chloropyridin-3-yl)methyl)imidazolidin-2-ylamine